gallium sulfur 1-(4-chloropyridin-3-yl)cyclopentane-1-carbonitrile ClC1=C(C=NC=C1)C1(CCCC1)C#N.[S].[Ga]